COC1=CC=C(CN(C=2C=3N(N=C(C2)NC=2C(N(C=CC2)C2=NN(C=C2)C)=O)C(=CN3)C(=O)O)C)C=C1 8-((4-methoxybenzyl)(methyl)amino)-6-((1-(1-methyl-1H-pyrazol-3-yl)-2-oxo-1,2-dihydropyridin-3-yl)amino)imidazo[1,2-b]pyridazine-3-carboxylic acid